(trans)-[6-(5-Cyclopropyl-4H-1,2,4-triazol-3-yl)-2-azaspiro[3.3]heptan-2-yl]-[3-[6-[3-(difluoromethyl)cyclobutyl]-3-pyridyl]azetidin-1-yl]methanone C1(CC1)C=1NC(=NN1)C1CC2(CN(C2)C(=O)N2CC(C2)C=2C=NC(=CC2)[C@@H]2C[C@H](C2)C(F)F)C1